2,3-dihydro-2-[(4-methylphenyl)sulfonyl]-8-(4-morpholinylsulfonyl)-4-phenyl-1H-pyrrolo[3,4-c]quinolin-1-one CC1=CC=C(C=C1)S(=O)(=O)N1CC=2C(=NC=3C=CC(=CC3C2C1=O)S(=O)(=O)N1CCOCC1)C1=CC=CC=C1